ClC1=C(C=C2C(=C(NC2=C1)C1=NC(=NN1)C(=O)N)C=1C=NNC1)OC 5-(6-chloro-5-methoxy-3-(1H-pyrazol-4-yl)-1H-indol-2-yl)-1H-1,2,4-triazole-3-carboxamide